2-[4-[3-[3,5-dimethoxy-4-(2,2,2-trifluoroethyl-carbamoyl)phenyl]imidazo[1,2-a]pyridin-7-yl]pyrazol-1-yl]-2-methyl-propanoic acid COC=1C=C(C=C(C1C(NCC(F)(F)F)=O)OC)C1=CN=C2N1C=CC(=C2)C=2C=NN(C2)C(C(=O)O)(C)C